Cl.COC(CNC1=C(C=CC=C1)Cl)=O o-chlorophenyl-glycine methyl ester hydrochloride